3-(3-(4-(azetidin-3-yl)phenyl)-5-isopropyl-3H-imidazo[4,5-b]pyridin-2-yl)pyridin-2-amine N1CC(C1)C1=CC=C(C=C1)N1C(=NC=2C1=NC(=CC2)C(C)C)C=2C(=NC=CC2)N